pyridazine-d N1=NC(=CC=C1)[2H]